C(C1=CC=CC=C1)(=O)OOC1=CC(=NC2=CC(=C(C=C12)OC)OC1CCNCC1)C methyl-((6-methoxy-7-((piperidin-4-yl) oxy) quinolin-4-yl) oxy) benzoate